C(C)(=O)OC[C@@H]1N(S(OC1)(=O)=O)C(=O)OC(C)(C)C (S)-tert-butyl 4-(acetoxymethyl)-1,2,3-oxathiazolidine-3-formate 2,2-dioxide